3-(2(S),3-bis(1-hydroxy-4-(trifluoromethyl)-1,3-dihydrobenzo[c][1,2]oxaborole-6-carboxamido)propanamido)propanoic acid OB1OCC2=C1C=C(C=C2C(F)(F)F)C(=O)N[C@H](C(=O)NCCC(=O)O)CNC(=O)C=2C=C(C1=C(B(OC1)O)C2)C(F)(F)F